4-(1-benzylpiperidin-4-yl)morpholine tert-butyl-((S)-(7-((R)-amino(cyclopropyl)methyl)imidazo[1,2-a]pyrimidin-2-yl)(4,4-difluorocyclohexyl)methyl)carbamate C(C)(C)(C)N(C(O)=O)[C@@H](C1CCC(CC1)(F)F)C=1N=C2N(C=CC(=N2)[C@@H](C2CC2)N)C1.C(C1=CC=CC=C1)N1CCC(CC1)N1CCOCC1